4-[(1R)-1-hydroxy-2-(methylamino)ethyl]benzene-1,2-diol O[C@@H](CNC)C=1C=C(C(=CC1)O)O